FC(C1=C2C=CN(C2=CC(=C1)[C@@H](C)N)COCC[Si](C)(C)C)F (1R)-1-[4-(difluoromethyl)-1-(2-trimethylsilyl-ethoxymethyl)indol-6-yl]ethanamine